8-methyl-2-(3-methyl-1-benzofuran-2-yl)quinoline-4-carboxylic acid CC=1C=CC=C2C(=CC(=NC12)C=1OC2=C(C1C)C=CC=C2)C(=O)O